C(CCC=C)C=1C=2N(C=C(C1)B1OC(C(O1)(C)C)(C)C)C=CN2 8-(pent-4-en-1-yl)-6-(4,4,5,5-tetramethyl-1,3,2-dioxaborolan-2-yl)imidazo[1,2-a]pyridine